NC=1C(C2=C(NC(=N2)C2=CC(=C(C=C2)Br)F)C(C1Cl)=O)=O 5-amino-2-(4-bromo-3-fluorophenyl)-6-chloro-1H-benzo[d]imidazole-4,7-dione